COC1=C(C(=CC=C1)C)C=1N=NC=CC1 3-(2-methoxy-6-methylphenyl)pyridazine